3-(trifluoromethyl)-1H-pyrazolo[3,4-B]pyridine FC(C1=NNC2=NC=CC=C21)(F)F